C(C)(C)(C)OC([C@@H](NC(=O)OC1=CC=C(C=C1)[N+](=O)[O-])[C@H](OC(C)(C)C)C)=O O-(tert-butyl)-N-((4-nitrophenoxy)carbonyl)-L-threonine tert-butyl ester